COC(C1=C(C=C(C=C1)OCCCCCC)C1=CC=C(C=C1)C(=O)O[C@@H](CCCCCC)C)=O (R)-4-[1-methylheptyloxy]carbonylphenyl-4-(hexyloxy)benzoic acid methyl ester